BrC1=CC(=C(C=C1)NC(=O)C=1C=CC=C2C1N=C1N2C2CCC1C2)N2CCC(CC2)=C(F)F N-(4-bromo-2-(4-(difluoromethylene)piperidin-1-yl)phenyl)-1,2,3,4-tetrahydro-1,4-methylenebenzo[4,5]imidazo[1,2-a]pyridine-6-carboxamide